lithium benzoate C(C1=CC=CC=C1)(=O)[O-].[Li+]